tert-butyl 4'-oxohexahydrospiro[piperidine-4,7'-pyrrolo[2,1-c][1,4]oxazine]-1-carboxylate O=C1N2C(COC1)CC1(C2)CCN(CC1)C(=O)OC(C)(C)C